S(=O)(=O)(O)O.OC1=CC=C(C=C1)C(C)(C)C1=CC=C(C=C1)O bisphenol A monosulfate